Methyl (1S,2S)-2-(((benzyloxy)carbonyl)amino)cycloheptane-1-carboxylate C(C1=CC=CC=C1)OC(=O)N[C@@H]1[C@H](CCCCC1)C(=O)OC